C(=O)O.NC1=CN=NC2=CC(=CC=C12)C1=CC(=CC2=C1N1C(CCO2)=CC=N1)B(O)O [10-(4-aminocinnolin-7-yl)-4,5-dihydropyrazolo[5,1-d][1,5]benzoxazepin-8-yl]boronic acid formic acid salt